4-ethyl-2-[3-[[3-(5-methyl-1,2,4-oxadiazol-3-yl)benzoyl]amino]propionylamino]thiazole-5-carboxylic acid ethyl ester C(C)OC(=O)C1=C(N=C(S1)NC(CCNC(C1=CC(=CC=C1)C1=NOC(=N1)C)=O)=O)CC